C[Si](CCOCN1C(=NC=C1)C(=O)OCC)(C)C ethyl 1-{[2-(trimethylsilyl)ethoxy]methyl}-1H-imidazole-2-carboxylate